nickel-Titanium [Ti].[Ni]